NC=1N=C2N(C=C(C=C2)C2=C(C=CC(=C2)N)C)C1C(=O)[C@H]1[C@H](C1)F (2-amino-6-(5-amino-2-methylphenyl)imidazo[1,2-a]pyridin-3-yl)((1S,2S)-2-fluorocyclopropyl)methanone